NC=1C(=C(C(=O)OC2=CC=CC=C2)C=C(C1)C1(CCC1)C#N)O Phenyl 3-amino-5-(1-cyanocyclobutyl)-2-hydroxybenzoate